C(C1=CC=CC=C1)OC=1C(=NN(C1)CC=C)C 4-(benzyloxy)-3-methyl-1-(prop-2-en-1-yl)-1H-pyrazole